N1(CCCC1)C1=CC=CC2=C1NC(=N2)C2=NNC=C2NC=2C1=C(N=CN2)NC=C1 N-(3-(7-(pyrrolidin-1-yl)-1H-benzo[d]imidazol-2-yl)-1H-pyrazol-4-yl)-7H-pyrrolo[2,3-d]pyrimidin-4-amine